CC1=CC(OC2=C(C=C(C=C12)[C-]1C=CC=C1)C1=C(C=CC=C1)OC)=O.[CH-]1C=CC=C1.[Fe+2] 4-methyl-6-ferrocenyl-8-(2-methoxyphenyl)Coumarin